N-((S)-2-((2-(3,5-dimethylisoxazol-4-yl)pyrimidin-5-yl)amino)-1-((1r,4S)-4-methylcyclohexyl)-2-oxoethyl)-1-methyl-1H-pyrazole-5-carboxamide CC1=NOC(=C1C1=NC=C(C=N1)NC([C@H](C1CCC(CC1)C)NC(=O)C1=CC=NN1C)=O)C